(R)-7-(5-(5-(3,3-difluoro-4-hydroxypiperidin-1-yl)-1,3,4-thiadiazol-2-yl)-4-(isopropylamino)pyridin-2-yl)pyrrolo[1,2-b]pyridazine-3-carbonitrile FC1(CN(CC[C@H]1O)C1=NN=C(S1)C=1C(=CC(=NC1)C1=CC=C2N1N=CC(=C2)C#N)NC(C)C)F